C(C)(=O)C1=NN(C2=C(C=C(C=C12)C=1C=NC(=NC1)C(=O)OC)C)CC(=O)N1[C@@H]2C[C@@]2(C[C@H]1C(NC1=NC(=CC=C1C)Br)=O)C methyl 5-(3-acetyl-1-(2-((1R,3S,5R)-3-((6-bromo-3-methylpyridin-2-yl)carbamoyl)-5-methyl-2-azabicyclo[3.1.0]hexan-2-yl)-2-oxoethyl)-7-methyl-1H-indazol-5-yl)pyrimidine-2-carboxylate